N1-heptadecyl-N1,N3,N3-trimethylpropane-1,3-diamine C(CCCCCCCCCCCCCCCC)N(CCCN(C)C)C